aminopropyl-3-methylimidazole bromide salt [Br-].NCCCC1=NC=CN1C